4-((2-((3-(ethylamino)propyl)amino)-4-methylbenzyl)amino)-N-(1,2,4-thiadiazol-5-yl)-1H-indazole-1-sulfonamide C(C)NCCCNC1=C(CNC2=C3C=NN(C3=CC=C2)S(=O)(=O)NC2=NC=NS2)C=CC(=C1)C